(7S)-N-{6-acetylpyrazolo[1,5-a]pyridin-3-yl}-4-[5-(5-fluoro-2-methoxypyridin-4-yl)-1H-pyrazole-3-carbonyl]-4-azaspiro[2.5]octane-7-carboxamide C(C)(=O)C=1C=CC=2N(C1)N=CC2NC(=O)[C@H]2CCN(C1(CC1)C2)C(=O)C2=NNC(=C2)C2=CC(=NC=C2F)OC